C(C)(C)(C)C1=CC(=NO1)NC(=O)NC1=CC=C(C=C1)N1C=NC2=C1C=CC(=C2)OCCN2CCCCC2 1-(5-tert-butyl-isoxazol-3-yl)-3-{4-[5-(2-piperidin-1-yl-ethoxyl)-benzimidazol-1-yl]-phenyl}-urea